C(N)(=O)C=1C=C(C=CC1F)NC(=O)[C@H]1O[C@@]([C@@H]([C@@H]1C1=C(C=C(C=C1)F)OC(F)F)C)(C(F)(F)F)C (2S,3R,4R,5S)-N-(3-carbamoyl-4-fluorophenyl)-3-(2-(difluoromethoxy)-4-fluorophenyl)-4,5-dimethyl-5-(trifluoromethyl)tetrahydrofuran-2-carboxamide